ClC1=C(N[C@@H](C)C2CCN(CC2)C(=O)OC(C)(C)C)C(=C(C=C1Cl)C(=O)OC)F tert-Butyl 4-{(1S)-1-[2,3-dichloro-6-fluoro-5-(methoxycarbonyl)anilino]ethyl}piperidine-1-carboxylate